C1(=CC=CC=C1)[C@@H]1N(CC=C1C(=O)O)S(=O)(=O)C1=CC=C(C)C=C1 (S)-2-phenyl-1-tosyl-2,5-dihydro-1H-pyrrole-3-carboxylic acid